2-(1-cyclopropylpiperidin-4-yl)-6-(2-methyl-1,3-benzoxazol-6-yl)quinazolin-4(3H)-one C1(CC1)N1CCC(CC1)C1=NC2=CC=C(C=C2C(N1)=O)C1=CC2=C(N=C(O2)C)C=C1